[Si]([O-])([O-])([O-])[O-].[Y+3].[Si]([O-])([O-])([O-])[O-].[Si]([O-])([O-])([O-])[O-].[Y+3].[Y+3].[Y+3] Yttrium silicate